N1(N=CC=C1)C1=CC=C(C=C1)C1=CN=C2C(=N1)N(C=N2)CC2CCOCC2 6-(4-(1H-Pyrazol-1-yl)phenyl)-1-((tetrahydro-2H-pyran-4-yl)methyl)-1H-imidazo[4,5-b]pyrazin